CS(=O)(=O)C1(CC1)C1=CC=C(O1)C(=O)NC12CC(C1)(C2)C=2SC(=CN2)C2=CC=CC=C2 5-(1-methanesulfonylcyclopropyl)-N-[3-(5-phenylthiazol-2-yl)-1-bicyclo[1.1.1]pentyl]furan-2-carboxamide